ClC=1C=CC(=NC1)C(C(=O)N)(C)N1CC(CCC1)C=1C=NC(=C(C1)C)OC (5-chloropyridin-2-yl)-2-(3-(6-methoxy-5-methylpyridin-3-yl)piperidin-1-yl)propanamide